5-Bromo-2-methyl-N-(2-methyl-6-nitrophenyl)benzene-1-sulfonamide BrC=1C=CC(=C(C1)S(=O)(=O)NC1=C(C=CC=C1[N+](=O)[O-])C)C